(4-(3-Azabicyclo[3.2.1]octan-3-yl)-6-fluoroquinolin-3-yl)(4-(cyclopropanecarbonyl)piperazin-1-yl)methanone C12CN(CC(CC1)C2)C2=C(C=NC1=CC=C(C=C21)F)C(=O)N2CCN(CC2)C(=O)C2CC2